(2R,4aR,7R)-11-(2-amino-5,7-difluorobenzo[d]thiazol-4-yl)-12-chloro-10-fluoro-2,7-Dimethyl-2,3,4,4a,6,7-hexahydro-8-oxa-3,5a,9,13c-tetraazanaphtho[3,2,1-de]anthracene-5(1H)-one NC=1SC2=C(N1)C(=C(C=C2F)F)C=2C(=CC1=C3C=4N(C[C@H](OC4N=C1C2F)C)C([C@H]2CN[C@@H](CN23)C)=O)Cl